BrCC=1C=C(C=NC1)C(=O)O 5-(bromomethyl)pyridine-3-carboxylic acid